C1(CC1)COC=1C=C(C=CC1F)[C@H]1[C@@H](C1)C=1C=NC(=NC1)C1=NC=CC=N1 trans-5-(2-(3-(Cyclopropylmethoxy)-4-fluorophenyl)cyclopropyl)-2,2'-bipyrimidine